diazacyclohexadecine N1=NC=CC=CC=CC=CC=CC=CC=C1